CC(C[C@@H](C(N[C@H](C=O)C[C@@H]1C(NCC1)=O)=O)NC(=O)OC1CC2(CN(C2)C(=O)OC(C)(C)C)CC1)C Tert-butyl 6-((((S)-4-methyl-1-oxo-1-(((S)-1-oxo-3-((R)-2-oxopyrrolidin-3-yl)propan-2-yl)amino)pentan-2-yl)carbamoyl)oxy)-2-azaspiro[3.4]octane-2-carboxylate